ClC=1C=CC(=C(C=O)C1)NC 5-chloro-2-(methylamino)benzaldehyde